4-[4-(2-methoxyphenoxy)piperidin-1-yl]-1,6-dimethyl-2-oxo-1,2-dihydroquinoline-3-carbonitrile COC1=C(OC2CCN(CC2)C2=C(C(N(C3=CC=C(C=C23)C)C)=O)C#N)C=CC=C1